N1=CC=C(C=C1)CN1C(=CC=C1)C(=O)NC=1SC=C(N1)C(C)(C)OCC1CCOCC1 1-(pyridin-4-ylmethyl)-N-(4-(2-((tetrahydro-2H-pyran-4-yl)methoxy)propan-2-yl)thiazol-2-yl)-1H-pyrrole-2-carboxamide